imidazo[1,5-a]pyrazine-3-carboxylic acid ethyl ester C(C)OC(=O)C1=NC=C2N1C=CN=C2